4-Nitro-3-(6-azaspiro[2.5]oct-6-yl)benzoic acid ethyl ester C(C)OC(C1=CC(=C(C=C1)[N+](=O)[O-])N1CCC2(CC2)CC1)=O